4-(2-{6-[4-(3-cyclopentanesulfonyl-phenyl)-butoxy]-hexylamino}-1-hydroxy-ethyl)-2-hydroxymethyl-phenol C1(CCCC1)S(=O)(=O)C=1C=C(C=CC1)CCCCOCCCCCCNCC(O)C1=CC(=C(C=C1)O)CO